BrC=1C(=C(C=CC1)[C@@H](C)N)OC (R)-1-(3-bromo-2-methoxyphenyl)ethane-1-amine